CC1=C(C(=C(C=C1C(=O)O)C(=O)O)C)[N+](=O)[O-] Dimethyl-5-nitroisophthalic acid